C(CCCCCCCCCCC)OCCC(=S)OCC(COC(CCOCCCCCCCCCCCC)=S)(COC(CCOCCCCCCCCCCCC)=S)COC(CCOCCCCCCCCCCCC)=S pentaerythritol tetrakis(3-dodecyloxy thiopropionate)